C(#N)C=1C=C(C=CC1)C=1N=C(SC1C1=CC(=NC(=C1)C)C)NC(=O)N1C[C@@H](OCC1)CO (2R)-N-[4-(3-cyanophenyl)-5-(2,6-dimethyl-4-pyridinyl)thiazol-2-yl]-2-(hydroxymethyl)morpholine-4-carboxamide